NC12CC(C1)(C2)CP(OCC)(OCC)=O diethyl ((3-aminobicyclo[1.1.1]pentan-1-yl)methyl)phosphonate